N-(3-((2-((6-(4-methylpiperazin-1-yl)pyridin-3-yl)amino)-7H-pyrrolo[2,3-d]pyrimidin-4-yl)oxy)phenyl)acrylamide CN1CCN(CC1)C1=CC=C(C=N1)NC=1N=C(C2=C(N1)NC=C2)OC=2C=C(C=CC2)NC(C=C)=O